CC1CCCC(C1)O 5-methylcyclohexan-1-ol